C12CC(CC(CC1)N2)C2=C(C1=C(NC(=C1C(C)C)C=1C=C(C=3N(C1)N=CN3)C)S2)C 2-(8-azabicyclo[3.2.1]octan-3-yl)-4-isopropyl-3-methyl-5-(8-methyl-[1,2,4]triazolo[1,5-a]pyridin-6-yl)-6H-thieno[2,3-b]pyrrole